[Si](C1=CC=CC=C1)(C1=CC=CC=C1)(C(C)(C)C)OCC=1N=C2N(C=C(C=C2)C(=O)OC)C1C=O methyl 2-[[tert-butyl (diphenyl) silyl] oxymethyl]-3-formyl-imidazo[1,2-a]pyridine-6-carboxylate